4,4'-difluorobenzophenone sodium carbonate C([O-])([O-])=O.[Na+].FC1=CC=C(C(=O)C2=CC=C(C=C2)F)C=C1.[Na+]